2,2-dichloro-4,4-bipyridine ClC1(NC=CC(=C1)C1=CC=NC=C1)Cl